2-(2-(cyclopropanesulfonylamino)thiazol-4-yl)-2-methyl-N-(4-(3-methylpyrazin-2-yl)phenyl)propanamide methyl-3-[(tert-butoxycarbonyl)amino]-1,5,9-trioxaspiro[5.5]undecane-3-carboxylate COC(=O)C1(COC2(OC1)CCOCC2)NC(=O)OC(C)(C)C.C2(CC2)S(=O)(=O)NC=2SC=C(N2)C(C(=O)NC2=CC=C(C=C2)C2=NC=CN=C2C)(C)C